C(C=C)N(C(C(=O)OCC)=O)CC=1SC(=NN1)C1=CC=CC=C1 ethyl 2-(allyl((5-phenyl-1,3,4-thiadiazol-2-yl)methyl)amino)-2-oxoacetate